1,2,3-tripropyl-glycerol C(CC)OCC(OCCC)COCCC